C(#N)C=1C(=NC(=CC1C)C)N1[C@H](C[C@H](C1)NC)C(=O)N(C=1C=C(C=CC1)C)CC (2r,4r)-1-(3-cyano-4,6-dimethylpyridin-2-yl)-N-ethyl-4-(methylamino)-N-(m-tolyl)-pyrrolidine-2-carboxamide